CC(CN=C=O)CCCN=C=O 2-Methyl-1,5-diisocyanatopentan